tert-Butyl 4-(3-(2,4-dioxotetrahydropyrimidin-1(2H)-yl)-1-methyl-1H-indazol-6-yl)-3,3-difluoro-3,6-dihydropyridine-1(2H)-carboxylate Sodium carbonate C([O-])([O-])=O.[Na+].O=C1N(CCC(N1)=O)C1=NN(C2=CC(=CC=C12)C=1C(CN(CC1)C(=O)OC(C)(C)C)(F)F)C.[Na+]